CN(C(C1=CC(=CC=C1)NC1=NC2=CC=NC=C2C=2C1=C1N(N2)C=CN=C1)=O)C N,N-dimethyl-3-(pyrazino[1',2':1,5]pyrazolo[4,3-c][1,6]naphthyridin-6-ylamino)benzamide